C1(CC1)C(CBr)C(=O)C(CBr)C1CC1 1-cyclopropyl-2-bromoethyl ketone